4-acryloyl-N-(4-(3,4-dichlorophenyl)3-butyn-2-yl)piperazine-1-carboxamide C(C=C)(=O)N1CCN(CC1)C(=O)NC(C)C#CC1=CC(=C(C=C1)Cl)Cl